tetrahydropyran-2-ylindazol-4-amine O1C(CCCC1)C1=NNC=2C=CC=C(C12)N